OC1(CCCCC1)C(C(=O)C1=CC=CC=C1)C 1-hydroxycyclohexyl-propiophenone